C(C=CCC)(=O)O 11E,13Z,16Z,19Z-pentaenoic acid